1-(5-chloro-3-fluoropyridin-2-yl)-4-(4-fluorobenzyl)-3-(3-methoxycyclobutyl)piperazine-2,5-dione ClC=1C=C(C(=NC1)N1C(C(N(C(C1)=O)CC1=CC=C(C=C1)F)C1CC(C1)OC)=O)F